racemic-10-((3-((tert-butyldimethylsilyl)oxy)propyl)amino)-7,8-dichloro-1-methyl-3,4,5,6-tetrahydroazepino[4,5-b]indol-2(1H)-one [Si](C)(C)(C(C)(C)C)OCCCNC=1C=2C3=C(NC2C(=C(C1)Cl)Cl)CCNC([C@@H]3C)=O |r|